Cl.Cl.C1(CCCCC1)OCCN1C(=NC2=C1C=C1C(=C2)OCCO1)CCN 2-(1-(2-(cyclohexyloxy)ethyl)-6,7-dihydro-1H-[1,4]dioxino[2',3':4,5]benzo[1,2-d]imidazol-2-yl)ethan-1-amine dihydrochloride